(S)-3-methoxyphenyl-ethyl-amine COC=1C=C(C=CC1)NCC